C1(CC1)N1CCN(CC1)C1CCN(CC1)C1=C(C=C(C(=C1)OC)NC1=NC=NC(=C1)N1OCC[C@H]1C1=C(C=CC=C1F)F)NC(C=C)=O N-(2-(4-(4-cyclopropylpiperazine-1-yl)piperidine-1-yl)-5-((6-((S)-3-(2,6-difluorophenyl)isoxazolidine-2-yl)pyrimidine-4-yl)amino)-4-methoxyphenyl)acrylamide